C[C@H]([C@@H]([13C](=O)O)N)O threonine-13C